NCCNCCC[Si](OC)(OC)C (2-aminoethyl)aminopropyl-methyl-dimethoxysilane